C(C)(C)S(=O)(=O)NC=1C=CC2=C(C(=CS2)C2CCN3CCCCC3CC2)C1 5-(N-isopropanesulfonyl)amino-3-(1-azabicyclo[5.4.0]undecan-4-yl)-benzothiophene